COC(=O)N1[C@H](CCC2=C(C(=CC=C12)N[C@H]1C[C@@H](CCC1)C(=O)OC)NC(C(O)C1=C(C=CC(=C1)F)OC)=O)C (2S)-5-[2-(5-fluoro-2-methoxyphenyl)-2-hydroxyacetamido]-6-[[(1R,3R)-3-(methoxycarbonyl)cyclohexyl]amino]-2-methyl-1,2,3,4-tetrahydroquinoline-1-carboxylic acid methyl ester